N-(5-((5-(4-(dimethylcarbamoyl)phenyl)pyridin-2-yl)amino)pyridin-3-yl)-1-hydroxy-1,3-dihydrobenzo[c][1,2]oxaborole-5-carboxamide CN(C(=O)C1=CC=C(C=C1)C=1C=CC(=NC1)NC=1C=C(C=NC1)NC(=O)C1=CC2=C(B(OC2)O)C=C1)C